FC(N1C(=NC=C1)CO)F (1-(difluoromethyl)-1H-imidazol-2-yl)methanol